2-(4-(azetidin-1-yl)cyclohexyl)-6-isopropyl-5-(8-methoxy-[1,2,4]triazolo[1,5-a]pyridin-6-yl)-4H-pyrrolo[3,2-d]thiazole N1(CCC1)C1CCC(CC1)C=1SC2=C(N1)C(=C(N2)C=2C=C(C=1N(C2)N=CN1)OC)C(C)C